[C@H]1(CC[C@@H](CC1)C(C)C)CO cis-7-p-menthanol